C(N)(=O)CC[C@@H]([C@@H](C)OCC1=CC=C(C=C1)CCCOCCCCCCOCCCC1=CC2=C(N(C(N2C)=O)C2C(NC(CC2)=O)=O)C=C1)NC(OC(C)(C)C)=O tert-butyl N-[(3S,4R)-1-carbamoyl-4-[(4-[3-[(6-[3-[1-[2,6-dioxopiperidin-3-yl]-3-methyl-2-oxo-1,3-benzodiazol-5-yl]propoxy]hex-yl)oxy]propyl]phenyl)meth-oxy]pentan-3-yl]carbamate